C(\C=C\C(=O)O)(=O)O.NC[C@H]1CN(CCC1)C1=C(C=CC(=C1C(F)(F)F)OC1=CC=CC=C1)NC(=O)C=1N=C(SC1)C1=CN=NC=C1 N-{2-[(3S)-3-(aminomethyl)piperidin-1-yl]-4-phenoxy-3-(trifluoromethyl)phenyl}-2-(pyridazin-4-yl)-1,3-thiazole-4-carboxamide mono[(2E)-2-butendioic acid] salt